4-(((3S,4R,5R,6R)-4,5-dihydroxy-6-(hydroxymethyl)tetrahydro-2H-pyran-3-yl)amino)-6-methoxy-1,3,5-triazine-2-carbonitrile O[C@@H]1[C@H](CO[C@@H]([C@@H]1O)CO)NC1=NC(=NC(=N1)OC)C#N